I.CSC=1NCCN1 2-(methylthio)-4,5-dihydro-1H-imidazole hydroiodide